O=C1NC(CCC1N1C(C2=CC=CC(=C2C1=O)NCC=1C=NN(C1)C1=CC=CC=C1)=O)=O 2-(2,6-dioxopiperidin-3-yl)-4-(((1-phenyl-1H-pyrazol-4-yl)methyl)amino)isoindoline-1,3-dione